biphenylene C1=CC=CC=2C3=CC=CC=C3C12